C(C)(C)(C)OC(=O)N1CC(CC1)C1=CC(=C(C=C1)C=1N=C2SC3=C(N2C1)C=C(C(=C3)C(NC)=O)OC)F 3-(3-fluoro-4-(6-methoxy-7-(methylcarbamoyl)benzo[d]imidazo[2,1-b]thiazol-2-yl)phenyl)pyrrolidine-1-carboxylic acid tert-butyl ester